C(CCC)C1(C2=CC=CC=C2C=2C=CC(=CC12)C(C(C)(N1CCOCC1)C)=O)CCCC 1-(9,9-dibutyl-9H-fluoren-2-yl)-2-methyl-2-morpholin-4-yl-propane-1-one